C(#N)C=1C=CC(=C(C(=O)NC(C)C2=CC(=CC3=CC=CC=C23)C=2C=NN(C2)C)C1)C 5-cyano-2-methyl-N-(1-(3-(1-methyl-1H-pyrazol-4-yl)naphthalen-1-yl)ethyl)benzamide